C(C)OC(=O)C=1C(=NN(C1)C(C)=O)OCCCOCCOC 1-acetyl-3-[3-(2-methoxyethoxy)propoxy]-1H-pyrazole-4-carboxylic acid ethyl ester